(R)-3-cyanopiperazine-1-carboxylic acid tert-butyl ester C(C)(C)(C)OC(=O)N1C[C@@H](NCC1)C#N